3-fluoro-4-nitrophenyl-ethylamine FC=1C=C(C=CC1[N+](=O)[O-])NCC